ClC=1C=C(COC2=CC=C(C=C2)C2=NOC(=C2)[C@@H]([C@@](CN2N=NN=C2)(O)C2=C(C=C(C=C2)F)F)C)C=CC1F (2R,3R)-3-(3-(4-(3-chloro-4-fluorobenzyloxy)phenyl)isoxazol-5-yl)-2-(2,4-difluorophenyl)-1-(1H-tetrazol-1-yl)butan-2-ol